BrC1=CC=C2C(=CC=NC2=C1)Cl 7-Bromo-4-chloroquinolin